(S)-2-(4-(6-((4-chloro-6-((1-methyl-1H-pyrazol-4-yl)carbamoyl)pyridin-3-yl)methoxy)pyridin-2-yl)-2,5-difluorobenzyl)-1-(oxetan-2-ylmethyl)-1H-benzo[d]imidazole-6-carboxylic acid ClC1=C(C=NC(=C1)C(NC=1C=NN(C1)C)=O)COC1=CC=CC(=N1)C1=CC(=C(CC2=NC3=C(N2C[C@H]2OCC2)C=C(C=C3)C(=O)O)C=C1F)F